O(Cl)Cl.[Ni] Nickel oxychloride